2-(2-Fluoro-5-isopropyl-8-oxothieno[2',3':4,5]pyrrolo[1,2-d][1,2,4]triazin-7(8H)-yl)-N-(pyrimidin-4-yl)acetamid FC1=CC2=C(C=C3N2C(=NN(C3=O)CC(=O)NC3=NC=NC=C3)C(C)C)S1